2-(3-Hydroxypropoxy)-4-[3-[4-(trifluoromethyl)phenoxy]pyrazin-2-yl]benzamide OCCCOC1=C(C(=O)N)C=CC(=C1)C1=NC=CN=C1OC1=CC=C(C=C1)C(F)(F)F